CC1=CC(=CS1)CCO 2-(5-methyl-3-thienyl)ethanol